1-(6-(5-(7-ethyl-7H-imidazo[4,5-c]pyridazin-4-yl)-2-fluorophenyl)-7-methoxyimidazo[1,2-a]pyridin-2-yl)ethan-1-one C(C)N1C=NC2=C1N=NC=C2C=2C=CC(=C(C2)C=2C(=CC=1N(C2)C=C(N1)C(C)=O)OC)F